S1C2=C(C=C1)C(=CC=C2)N2CCN(CC2)CCCCOC2=CC=C1CCC(N(C1=C2)COC(CCCCCCCC)=O)=O Nonanoic acid 7-[4-(4-benzo[b]thiophen-4-ylpiperazin-1-yl)butoxy]-2-oxo-3,4-dihydro-2H-quinolin-1-ylmethyl ester